2-chloro-4-fluoro-5-methylaniline ClC1=C(N)C=C(C(=C1)F)C